ClC1=CC(=CN=N1)C(=O)NCC=1C(=NC=C(C1)F)N1CCOCC1 6-chloro-N-[(5-fluoro-2-morpholino-3-pyridinyl)methyl]pyridazine-4-carboxamide